CC1=CC=C(CS(=O)(=O)C(C)=O)C=C1 (4-methylbenzylsulfonyl)ethan-1-on